3-methyl-5-(N-(5,6,7,8-tetrahydronaphthalen-1-yl)sulfamoyl)benzofuran-2-carboxylic acid ethyl ester C(C)OC(=O)C=1OC2=C(C1C)C=C(C=C2)S(NC2=CC=CC=1CCCCC21)(=O)=O